OC1C(N(C(C1C1(NC2=CC(=CC=C2C1=O)C)C1=CC=CC=C1)=O)C)=O 3-Hydroxy-1-methyl-4-(6-methyl-3-oxo-2-phenylindolin-2-yl)pyrrolidine-2,5-dione